CN(CCCCCCCCCCCCCCCC)C N,N-dimethyl-N-hexadecylamine